The molecule is a member of the class of phthalimides that is 4,5,6,7-tetrahydrophthalimide in which the nitrogen has been substituted by a p-chlorophenyl group. It is used as a herbicide. It has a role as a herbicide and an EC 1.3.3.4 (protoporphyrinogen oxidase) inhibitor. It is a member of maleimides, a member of phthalimides and a member of monochlorobenzenes. C1CCC2=C(C1)C(=O)N(C2=O)C3=CC=C(C=C3)Cl